6-(2,4-dimethoxypyrimidin-5-yl)-8-((1S,2S)-2-(1-(2,2,2-trifluoroethyl)-1H-indazol-6-yl)cyclopropyl)imidazo[1,2-b]pyridazine COC1=NC=C(C(=N1)OC)C=1C=C(C=2N(N1)C=CN2)[C@@H]2[C@H](C2)C2=CC=C1C=NN(C1=C2)CC(F)(F)F